CC1C2CC(CC1)(C2)C(C)C 2-methyl-5-prop-2-yl-bicyclo[3.1.1]heptane